N-(4-(4-(6-(cyclopentyl(hydroxy)methyl)-4-methylpyridin-2-yl)-1H-1,2,3-triazol-1-yl)-3-(6-azaspiro[2.5]octan-6-yl)phenyl)ethanesulfonamide C1(CCCC1)C(C1=CC(=CC(=N1)C=1N=NN(C1)C1=C(C=C(C=C1)NS(=O)(=O)CC)N1CCC2(CC2)CC1)C)O